2-(6-(4-(tert-butoxycarbonyl)phenyl)quinoline-4-carboxamido)acetic acid C(C)(C)(C)OC(=O)C1=CC=C(C=C1)C=1C=C2C(=CC=NC2=CC1)C(=O)NCC(=O)O